C(C)(=O)O[C@H]1[C@@H](O[C@@H]([C@H]([C@@H]1OC(C)=O)OC(C)=O)C(=O)OC)OC1=C(C=C(C=C1)C(CC#C)O)[N+](=O)[O-] (2S,3R,4S,5S,6S)-2-(4-(1-hydroxybut-3-yn-1-yl)-2-nitrophenoxy)-6-(methoxycarbonyl)-tetrahydro-2H-pyran-3,4,5-triyl triacetate